(S)-3-(1-hydroxy-prop-2-yl)-6-(4-methyl-6-(trifluoromethyl)pyridin-3-yl)-8-(pyridin-3-yl)pyrido[3,4-d]pyrimidin-4(3H)-one OC[C@H](C)N1C=NC2=C(C1=O)C=C(N=C2C=2C=NC=CC2)C=2C=NC(=CC2C)C(F)(F)F